NC1=NC(=C2N=CN(C2=N1)[C@H]1C=C[C@H](C1)COP(=O)(OC1=CC=CC=C1)N[C@@H](C)C(=O)[O-])NC (S)-(((1S,4R)-4-(2-amino-6-(methylamino)-9H-purin-9-yl)cyclopent-2-en-1-yl)methoxy(phenoxy)phosphoryl)-L-alaninate